C1(=CC=CC=C1)P(C=1[C-](C=CC1)[C@H](C)P(C1CCCCC1)C1CCCCC1)C1=CC=CC=C1.[CH-]1C=CC=C1.[Fe+2] (S)-1-[(1R)-2-(diphenylphosphino)ferrocenyl]ethyl-dicyclohexylphosphine